2-((R)-2-hydroxy-2-((S)-1,2,3,4-tetrahydroisoquinolin-3-yl)ethyl)-4,4-dimethyl-6-(6-azaspiro[2.5]octane-6-carbonyl)-3,4-dihydroisoquinolin-1(2H)-one hydrochloride Cl.O[C@H](CN1C(C2=CC=C(C=C2C(C1)(C)C)C(=O)N1CCC2(CC2)CC1)=O)[C@H]1NCC2=CC=CC=C2C1